(S)-propane-1,2-diamine C([C@H](C)N)N